ClC=1C=C(C=CC1OCC1CC1)B(O)O (3-chloro-4-(cyclopropylmethoxy)phenyl)boronic acid